CC1=C(C=NN)C=CC=C1 (2-methylbenzylidene)hydrazine